N-methyl-1,2,3,5,6,7-hexahydro-s-indacene-1-carboxamide CNC(=O)C1CCC2=CC=3CCCC3C=C12